5-[(4R,9aS)-8-[2-[6-(3-amino-3-methyl-azetidin-1-yl)-3-pyridyl]ethyl]-4-methyl-3,4,6,7,9,9a-hexahydro-1H-pyrazino[1,2-a]pyrazin-2-yl]quinoline-8-carbonitrile NC1(CN(C1)C1=CC=C(C=N1)CCN1C[C@@H]2N([C@@H](CN(C2)C2=C3C=CC=NC3=C(C=C2)C#N)C)CC1)C